1-((2R,5S)-4-(6-chloro-2-(3-(dimethylamino)azetidin-1-yl)-8-fluoro-7-(3-fluoro-5-methyl-1H-indol-4-yl)quinazolin-4-yl)-2,5-dimethylpiperazin-1-yl)prop-2-en-1-one ClC=1C=C2C(=NC(=NC2=C(C1C1=C2C(=CNC2=CC=C1C)F)F)N1CC(C1)N(C)C)N1C[C@H](N(C[C@@H]1C)C(C=C)=O)C